C1(CC1)[C@@H](C)N (R)-1-cyclopropyl-ethan-1-amine